C(C)C1=C(NC2=CC=C(C=C12)C1CCNCC1)C1=C2C(=NC=C1)C(=NN2)N 7-(3-ethyl-5-(piperidin-4-yl)-1H-indol-2-yl)-1H-pyrazolo[4,3-b]pyridin-3-amine